C(C)(C)(C)OC(=O)N[C@H](C(=O)O)CC1=CC(=CC(=C1)F)F {S}-2-((tert-butoxycarbonyl)amino)-3-(3,5-difluorophenyl)propanoic acid